(1R,22E)-12-phenyl-17,20-dioxa-9,14,26,28-tetrazahexacyclo[22.5.2.11,4.13,7.110,14.027,30]tetratriaconta-3,5,7(33),22,24(31),25,27(30)-heptaene-8,29,32-trione C1(=CC=CC=C1)C1CC2NC(C=3C=CC4=C(C[C@]5(C(NC=6N=CC(/C=C/COCCOCCN(C1)C2=O)=CC56)=O)C4)C3)=O